(2S)-4-[3-(dimethylamino)propionyloxy]-1-(6-oxo-6-undecyloxy-hexyl)pyrrolidine-2-carboxylic acid [8-(1-hexylnonyloxy)-8-oxo-octyl] ester C(CCCCC)C(CCCCCCCC)OC(CCCCCCCOC(=O)[C@H]1N(CC(C1)OC(CCN(C)C)=O)CCCCCC(OCCCCCCCCCCC)=O)=O